dipropylamino-tris(3,3,3-trifluoropropyl)silane C(CC)N(CCC)[Si](CCC(F)(F)F)(CCC(F)(F)F)CCC(F)(F)F